(3-methacryloxy-2-hydroxypropoxypropyl)methyl-bis(trimethylsiloxy)silane C(C(=C)C)(=O)OCC(COCCC[Si](O[Si](C)(C)C)(O[Si](C)(C)C)C)O